pentamethylcyclopentadienyl(1-methylindenyl)hafnium CC1=C(C(=C(C1([Hf]C=1C(C2=CC=CC=C2C1)C)C)C)C)C